F[C@@H]1[C@H]2CC[C@@H](C[C@@H]1N(C1=CN=C(N=N1)SC)C)N2C(=O)OC(C)(C)C (1R,2S,3S,5S)-tert-Butyl 2-fluoro-3-(methyl(3-(methylthio)-1,2,4-triazin-6-yl)amino)-8-azabicyclo[3.2.1]octane-8-carboxylate